2-(2-(2-butoxyethoxy)ethoxy)benzoic acid C(CCC)OCCOCCOC1=C(C(=O)O)C=CC=C1